6-(4-(4-amino-7H-pyrrolo[2,3-d]pyrimidin-5-yl)benzylamino)-5-(oxazol-2-yl)nicotinonitrile NC=1C2=C(N=CN1)NC=C2C2=CC=C(CNC1=NC=C(C#N)C=C1C=1OC=CN1)C=C2